CC1=NOC(=N1)C1C(C1)CNC(OC(C)(C)C)=O tert-butyl {[2-(3-methyl-1,2,4-oxadiazol-5-yl)cyclopropyl]methyl}carbamate